NC\C=C(\CN1N=NC2=C1C=C(C=C2C2=CC(=CC=C2)S(=O)(=O)N2CCCC2)C(=O)NOC)/F (Z)-1-(4-amino-2-fluorobut-2-en-1-yl)-N-methoxy-4-(3-(pyrrolidin-1-ylsulfonyl)phenyl)-1H-benzo[d][1,2,3]triazol-6-carboxamide